tert-butyl (R)-(1-(5-chloro-2-ethoxybenzyl) piperidin-3-yl)carbamate ClC=1C=CC(=C(CN2C[C@@H](CCC2)NC(OC(C)(C)C)=O)C1)OCC